di(2-naphthyl)methylene(cyclopentadienyl)(3,6-ditert-butylfluorenyl)zirconium dichloride [Cl-].[Cl-].C1=C(C=CC2=CC=CC=C12)C(=[Zr+2](C1=CC(=CC=2C3=CC(=CC=C3CC12)C(C)(C)C)C(C)(C)C)C1C=CC=C1)C1=CC2=CC=CC=C2C=C1